ClC1=CC=C2C=C(C=NC2=C1C(=O)O)C(=O)O 7-chloroquinoline-3,8-dicarboxylic acid